N-[2-chloro-5-[3-cyano-4-(indan-1-ylamino)-6-quinolyl]-3-pyridyl]methanesulfonamide ClC1=NC=C(C=C1NS(=O)(=O)C)C=1C=C2C(=C(C=NC2=CC1)C#N)NC1CCC2=CC=CC=C12